phosphinic acid aluminum salt [Al+3].[PH2]([O-])=O.[PH2]([O-])=O.[PH2]([O-])=O